(E)-N-(4-(N-(3-chlorobenzyl)-N-(4-fluorobenzyl)sulfamoyl)phenyl)-3-(pyridin-4-yl)acrylamide 2,3,3-trimethylindolium-5-sulfonate CC1=[NH+]C2=CC=C(C=C2C1(C)C)S(=O)(=O)[O-].ClC=1C=C(CN(S(=O)(=O)C2=CC=C(C=C2)NC(\C=C\C2=CC=NC=C2)=O)CC2=CC=C(C=C2)F)C=CC1